ClC1=CC(=CS1)N1CC(C1)C(=O)N(C)C1COCC=2NC(C=3C=C(C(=CC3C21)F)F)=O 1-(5-chlorothien-3-yl)-N-(8,9-difluoro-6-oxo-1,4,5,6-tetrahydro-2H-pyrano[3,4-c]isoquinolin-1-yl)-N-methylazetidin-3-carboxamide